Cl.OCC=1N=NN(C1)C=1C=C(C=CC1)CC(C(=O)O)[C@@H]1CNCC1 3-{3-[4-(Hydroxymethyl)-1H-1,2,3-triazol-1-yl]phenyl}-2-[(3R)-pyrrolidin-3-yl]propanoic acid hydrochloride